5-(5-cyclopropyl-3-ethyl-sulfonyl-indazol-2-yl)-1-(2,2,3,3,3-pentafluoropropyl)pyrazolo[3,4-c]pyridine C1(CC1)C1=CC2=C(N(N=C2C=C1)C=1C=C2C(=CN1)N(N=C2)CC(C(F)(F)F)(F)F)S(=O)(=O)CC